4-cyano-3-methyl-1-(o-tolyl)-1H-benzo[d]imidazol-3-ium iodide [I-].C(#N)C1=CC=CC=2N(C=[N+](C21)C)C2=C(C=CC=C2)C